1-(4-(((1r,4r)-4-(aminomethyl)cyclohexyl)oxy)phenyl)-3-((2-(2,6-dioxopiperidin-3-yl)-1-oxoisoindolin-5-yl)methyl)urea NCC1CCC(CC1)OC1=CC=C(C=C1)NC(=O)NCC=1C=C2CN(C(C2=CC1)=O)C1C(NC(CC1)=O)=O